F[B-](F)(F)F.C(C)OC(=O)C(C#N)=NOC(=[N+](C)C)N(C)C O-[(Ethoxycarbonyl)cyanomethylenamino]-N,N,N',N'-tetramethyl-uronium tetrafluoroborate